C[C@]1(CC(CC1=O)(C(=O)OCC)C(=O)OCC)C1=NNC=C1 diethyl (S)-3-methyl-4-oxo-3-(1H-pyrazol-3-yl)cyclopentane-1,1-dicarboxylate